ClC1=CC(=C(CN2C[C@@H](N(CC2)C(=O)OC(C)(C)C)C)C=C1Cl)OCC tert-butyl (S)-4-(4,5-dichloro-2-ethoxybenzyl)-2-methylpiperazine-1-carboxylate